C1CCC2=C(C=3CCCC3C=C12)NC(=O)NC(C(=O)OC)CC=1C=NN(C1)C methyl 2-{[(1,2,3,5,6,7-hexahydro-s-indacen-4-yl)carbamoyl]amino}-3-(1-methyl-1H-pyrazol-4-yl)propanoate